7'-((3-Methoxypropyl)amino)-1',1'-dioxidospiro[cyclopropane-1,4'-pyrido[2,3-b][1,4,5]oxathiazepin] COCCCNC=1C=CC2=C(OC3(C=NS2(=O)=O)CC3)N1